1-(oxan-2-yl)-3-(tetramethyl-1,3,2-dioxaborolan-2-yl)-1H-pyrazole O1C(CCCC1)N1N=C(C=C1)B1OC(C(O1)(C)C)(C)C